14-(4-Hydroxybutyl)-6,6-dimethyl-4-nonyl-3,5,7-trioxa-14-aza-6-silaeicosan-20-yl 2-hexyldecanoate C(CCCCC)C(C(=O)OCCCCCCN(CCCCCCO[Si](OC(OCC)CCCCCCCCC)(C)C)CCCCO)CCCCCCCC